9'-bromo-2',3',4',5'-tetrahydrospiro[cyclohexane-1,8'-indeno[5,6-b][1,4]dioxocin]-4-one BrC=1C2(C3=CC4=C(OCCCCO4)C=C3C1)CCC(CC2)=O